2-((3-(1-((2-(1H-tetrazol-5-yl)ethoxy)imino)ethyl)-5-methoxyphenyl)amino)-2-(4-chlorophenyl)-1-(6'-(trifluoromethoxy)spiro[cyclopropane-1,3'-indolin]-1'-yl)ethan-1-one N1N=NN=C1CCON=C(C)C=1C=C(C=C(C1)OC)NC(C(=O)N1CC2(C3=CC=C(C=C13)OC(F)(F)F)CC2)C2=CC=C(C=C2)Cl